3-furanethiol O1C=C(C=C1)S